C(C(C)(C)C)OC(C(C(C(=O)OCC(C)(C)C)(C(C)C)CC)(C(C)C)CC)=O dineopentyl-2,3-diethyl-2,3-diisopropylsuccinate